2-(2,5-dihydroxy-3-sulfobenzamido)-5-hydroxybenzoic acid OC1=C(C(=O)NC2=C(C(=O)O)C=C(C=C2)O)C=C(C=C1S(=O)(=O)O)O